FC=1C(=CC(=C(C(=O)NC2=C(C=CC=C2C)F)C1)O[C@H](C)[C@@H](C)O)N1N=C2N(CCCC2)C1=O 5-fluoro-N-(2-fluoro-6-methylphenyl)-2-{[(2R,3R)-3-hydroxybut-2-yl]oxy}-4-(3-oxo-5,6,7,8-tetrahydro[1,2,4]triazolo[4,3-a]pyridin-2(3H)-yl)benzamide